NC1N=C(C=CN1)C(CCCC)CC 2-amino-6-(1-ethyl-amyl)-3H-pyrimidine